4-cyano-3,5-difluoropyridine C(#N)C1=C(C=NC=C1F)F